FC1=C(C=C(C=C1)F)[C@@](CN1N=CN=C1)([C@@H](C)S(=O)(=O)C)O (2R,3R)-2-(2,5-difluorophenyl)-3-(methylsulfonyl)-1-(1H-1,2,4-triazol-1-yl)butan-2-ol